(+-)-2,2'-bis(diphenylphosphino)-1,1'-binaphthyl C1(=CC=CC=C1)P(C1=C(C2=CC=CC=C2C=C1)C1=C(C=CC2=CC=CC=C12)P(C1=CC=CC=C1)C1=CC=CC=C1)C1=CC=CC=C1